BrC1=C(C=C(C(=O)N2CC=3N(CC2)C(N(C3C(=O)NCC3=C2N=CC=NC2=CC=C3F)C3=CC=C(C=C3)N3N=CC=C3)=O)C=C1)Cl 7-(4-bromo-3-chloro-benzoyl)-N-[(6-fluoroquinoxalin-5-yl)methyl]-3-oxo-2-(4-pyrazol-1-ylphenyl)-6,8-dihydro-5H-imidazo[1,5-a]pyrazine-1-carboxamide